CC1=C(C=C(C(=O)NCC2=NC=C3C=CC(=NC3=C2)CCC(F)(F)F)C=C1)S(=O)(=O)C 4-methyl-3-(methylsulfonyl)-N-((2-(3,3,3-trifluoropropyl)-1,6-naphthyridin-7-yl)methyl)benzamide